The molecule is a branched amino trisaccharide consisting of N-acetyl-beta-D-glucosamine having alpha-L-fucosyl and N-acetyl-beta-D-glucosaminyl residues attached at positions 3 and 4 respectively. It has a role as a carbohydrate allergen. C[C@H]1[C@H]([C@H]([C@@H]([C@@H](O1)O[C@@H]2[C@H]([C@@H](O[C@@H]([C@H]2O[C@H]3[C@@H]([C@H]([C@@H]([C@H](O3)CO)O)O)NC(=O)C)CO)O)NC(=O)C)O)O)O